N(=[N+]=[N-])CCCC1=CC=CC(=N1)N1[C@H]2CN[C@@H](C1)C2 (1R,4R)-2-[6-(3-azidopropyl)-2-pyridyl]-2,5-diazabicyclo[2.2.1]heptane